O=C1CNC2=CC=C(C=C12)C1=CC=C(CNC(CC)=O)C=C1 N-(4-(3-oxo-2,3-dihydro-1H-indol-5-yl)benzyl)propanamide